ortho-fluoropiperidine FC1NCCCC1